C(C)N(CC)CC1=CC=CC=2NC(=NC21)C2=C(C=CC=C2)NS(=O)(=O)C2=CC=C(OCC(=O)O)C=C2 {4-{2-{4-[(diethylamino)methyl]-1H-benzimidazol-2-yl}phenylsulfamoyl}phenoxy}acetic acid